5,10,15-tris(pentafluorophenyl)-20-(2,6-dichlorophenyl)-porphyrin FC1=C(C(=C(C(=C1C=1C2=CC=C(N2)C(=C2C=CC(C(=C3C=CC(=C(C=4C=CC1N4)C4=C(C(=C(C(=C4F)F)F)F)F)N3)C3=C(C(=C(C(=C3F)F)F)F)F)=N2)C2=C(C=CC=C2Cl)Cl)F)F)F)F